methyl-2-({2,6-difluoro-4-[2-(7-fluoroquinolin-6-yl)-2H-1,3-benzodioxol-4-yl]phenyl}methyl)-1-{[(2S)-oxetan-2-yl]methyl}-1H-1,3-benzodiazole-6-carboxylic acid CC1=CC(=CC=2N(C(=NC21)CC2=C(C=C(C=C2F)C2=CC=CC=1OC(OC12)C=1C=C2C=CC=NC2=CC1F)F)C[C@H]1OCC1)C(=O)O